OC1NCN(C1)C 4-hydroxy-1-methylimidazolidin